Cl.NC1C2CN(CC12)CC1=CC=C(C=C1)N1C(N=C(C=C1)NC(=O)N1CCC2(CC(C2)CN)CC1)=O N-(1-(4-((exo-6-Amino-3-azabicyclo[3.1.0]hexan-3-yl)methyl)phenyl)-2-oxo-1,2-dihydropyrimidin-4-yl)-2-(aminomethyl)-7-azaspiro[3.5]nonane-7-carboxamide Hydrochloride Salt